4-pyrid-2-yl-benzylamine N1=C(C=CC=C1)C1=CC=C(CN)C=C1